(1R,5S)-3-((S or R)-6-chloro-2-(3-(dimethylamino)azetidin-1-yl)-8-fluoro-7-(3-hydroxynaphthalen-1-yl)quinazolin-4-yl)-3,8-diazabicyclo[3.2.1]octane-8-carboximidamide diformate C(=O)O.C(=O)O.ClC=1C=C2C(=NC(=NC2=C(C1C1=CC(=CC2=CC=CC=C12)O)F)N1CC(C1)N(C)C)N1C[C@H]2CC[C@@H](C1)N2C(N)=N